N-(2-chloro-3-(3'-chloro-6-methoxy-5-(((((S)-5-oxopyrrolidin-2-yl)methyl)amino)methyl)-[2,4'-bipyridin]-2'-yl)phenyl)-4-methoxy-5-(((R)-3-methoxypyrrolidin-1-yl)methyl)picolinamide ClC1=C(C=CC=C1C1=NC=CC(=C1Cl)C1=NC(=C(C=C1)CNC[C@H]1NC(CC1)=O)OC)NC(C1=NC=C(C(=C1)OC)CN1C[C@@H](CC1)OC)=O